(S,E)-2-cyclopropyl-N-(3-(methylsulfonyl)-1-(tetrahydro-2H-pyran-4-yl)allyl)-4-phenoxypyrimidine-5-carboxamide C1(CC1)C1=NC=C(C(=N1)OC1=CC=CC=C1)C(=O)N[C@H](\C=C\S(=O)(=O)C)C1CCOCC1